methylene-1,3-propanediol terephthalate C(C1=CC=C(C(=O)O)C=C1)(=O)O.C=C(CCO)O